ClC1=NC(=C2C(=N1)N(N=C2)[C@H]2[C@@H]([C@@H]([C@H](O2)CO[C@@]2(COC(C2)=O)P(O)(O)=O)O)O)NC2CCCC2 |&1:17| rac-(3-(((2R,3S,4R,5R)-5-(6-chloro-4-(cyclopentylamino)-1H-pyrazolo[3,4-d]pyrimidin-1-yl)-3,4-dihydroxytetrahydrofuran-2-yl)methoxy)-5-oxotetrahydrofuran-3-yl)phosphonic acid